FC(C(C(C(F)(F)F)(C(F)(F)F)F)=O)(F)F 1,1,1,3,4,4,4-heptafluoro-3-trifluoromethyl-2-butanone